ethyl (6-(pyridin-4-yl)pyrrolo[1,2-a]pyrimidin-8-yl)carbamate N1=CC=C(C=C1)C1=CC(=C2N1C=CC=N2)NC(OCC)=O